N1C=NC(=C1)CCNC(\C=C\C1=CC=CC=C1)=O (2E)-N-[2-(1H-imidazol-4-yl)ethyl]-3-phenylprop-2-enamide